7alpha-methylandrost-4-ene-3,17-dione C[C@H]1[C@H]2[C@@H]3CCC([C@@]3(C)CC[C@@H]2[C@]2(CCC(C=C2C1)=O)C)=O